C1(CC1)C=1N=CN(C1)C=1C(=CC(=C(C(=O)NC2=NC(=CC=C2)C2=NN=C(N2C(C)C)C(C)C)C1)F)C 5-(4-Cyclopropyl-1H-imidazol-1-yl)-N-(6-(4,5-diisopropyl-4H-1,2,4-triazol-3-yl)pyridin-2-yl)-2-fluoro-4-methylbenzamide